9-(2-quinolinyl)acridine N1=C(C=CC2=CC=CC=C12)C=1C2=CC=CC=C2N=C2C=CC=CC12